ClC=1N=NC(=CC1C(=O)NCCC1=CC=C(C=C1)Cl)Cl 3,6-Dichloro-N-[2-(4-chlorophenyl)ethyl]-4-pyridazinecarboxamide